N-tert.-Butyl-4-[[2-(4-fluoro-2-hydroxyphenyl)acetyl]amino]pyridin C(C)(C)(C)N1CC=C(C=C1)NC(CC1=C(C=C(C=C1)F)O)=O